S1C(=NC2=C1C=CC=C2)NC(=NC(=O)NC2=C(C=C(C=C2)Cl)Cl)N N-benzo[d]thiazol-2-yl-N''-(2,4-dichloroaniline-carbonyl)-guanidine